CCCCCC(=O)C1CCCCN1CC N-2-ethylhexanoylpiperidine